C(C)C(CCN)(CCN)CC diethyl-1,5-diaminopentane